O1CC[C@@H](C2=CC=CC=C12)NC(=O)C1=C(C2=C(N=C(S2)C2CCN(CC2)CC)C=C1)C (S)-N-(chroman-4-yl)-2-(1-ethylpiperidin-4-yl)-7-methylbenzo[d]-thiazole-6-carboxamide